ClC1=CC(=NC=C1)[C@@H](C[C@@H]1N(CCCC1)C(=O)OC(C)(C)C)NC(=O)C=1SC(=CN1)C1=NC(=CN=C1)OCC tert-butyl (2R)-2-[(2R)-2-(4-chloropyridin-2-yl)-2-{[5-(6-ethoxypyrazin-2-yl)-1,3-thiazol-2-yl]formamido}ethyl]piperidine-1-carboxylate